1-[4-(4-chloro-2-methylphenyl)piperazin-1-yl]-2-{3-[(2R,6S)-2,6-dimethylmorpholine-4-carbonyl]-5,6-dihydrocyclopenta[c]pyrazol-1(4H)-yl}ethan-1-one ClC1=CC(=C(C=C1)N1CCN(CC1)C(CN1N=C(C2=C1CCC2)C(=O)N2C[C@H](O[C@H](C2)C)C)=O)C